BrC1=C2C(NC=NC2=CC=C1Cl)=O 5-bromo-6-chloroquinazolin-4(3H)-one